BrC=1C=C(C=C2CCC(NC12)=O)C1=NNC(CC1C)=O 8-bromo-6-(4-methyl-6-oxo-1,4,5,6-tetrahydropyridazin-3-yl)-3,4-dihydroquinolin-2(1H)-one